3-methoxy-4-(pyrrolidin-1-ylmethyl)benzaldehyde COC=1C=C(C=O)C=CC1CN1CCCC1